2-{4-[(3S)-piperidin-3-yl]phenyl}-2H-indazole-7-carboxamide 4-methylbenzenesulfonate monohydrate O.CC1=CC=C(C=C1)S(=O)(=O)O.N1C[C@@H](CCC1)C1=CC=C(C=C1)N1N=C2C(=CC=CC2=C1)C(=O)N